(S)-7-amino-2'-(((2R,7aS)-2-fluorotetrahydro-1H-pyrrolizin-7a(5H)-yl)methoxy)-4'-hydroxy-3,4,5',8'-tetrahydro-2H-spiro[naphthalene-1,7'-pyrano[4,3-d]pyrimidine]-8-carbonitrile NC1=CC=C2CCC[C@]3(CC=4N=C(N=C(C4CO3)O)OC[C@]34CCCN4C[C@@H](C3)F)C2=C1C#N